(2-methoxy-5-(piperidin-3-yl)pyridin-3-yl)methanol COC1=NC=C(C=C1CO)C1CNCCC1